2-((S)-3-Cyclohexyl-2-(1H-indole-2-carboxamido)propanamido)-3-(2-oxo-1,8-diazaspiro[4.5]decan-3-yl)propanoic acid C1(CCCCC1)C[C@@H](C(=O)NC(C(=O)O)CC1C(NC2(C1)CCNCC2)=O)NC(=O)C=2NC1=CC=CC=C1C2